6-((3,5-dichlorophenyl)sulfinyl)-N-((s)-2,3-dihydro-1H-inden-1-yl)-4-(dimethylamino)nicotinamide ClC=1C=C(C=C(C1)Cl)S(=O)C1=NC=C(C(=O)N[C@H]2CCC3=CC=CC=C23)C(=C1)N(C)C